ClC=1C=C2C(=NC(N(C2=CC1OC1CCOCC1)C)=O)N1CCOCC2=C1C=CC=C2C#CC2(CC2)C(F)(F)F 6-chloro-1-methyl-7-((tetrahydro-2H-pyran-4-yl)oxy)-4-(6-((1-(trifluoromethyl)cyclopropyl)ethynyl)-2,3-dihydrobenzo[e][1,4]oxazepin-1(5H)-yl)quinazolin-2(1H)-one